(R)-N-(5-(1-((2-amino-5-chloropyridin-3-yl)oxy)ethyl)-2-fluorophenyl)-3-(methylsulfonyl)benzamide NC1=NC=C(C=C1O[C@H](C)C=1C=CC(=C(C1)NC(C1=CC(=CC=C1)S(=O)(=O)C)=O)F)Cl